2-((4-((S)-3-(4-chloro-2-fluorophenyl)-4-methyl-3,4-dihydro-2H-benzo[b][1,4]oxazin-5-yl)piperidin-1-yl)methyl)-3-(((S)-oxabutan-2-yl)methyl)-3H-imidazo[4,5-b]pyridine-5-carboxylic acid ClC1=CC(=C(C=C1)[C@@H]1N(C2=C(OC1)C=CC=C2C2CCN(CC2)CC2=NC=1C(=NC(=CC1)C(=O)O)N2C[C@@H](O)CC)C)F